CC1=C(C=CC2=C(C(=CC=C12)C1=CC=C(C=C1)S(=O)(=O)C)OC1=CC=C(C=C1)OCCNCC)O methyl-5-(4-(2-(ethylamino)ethoxy)phenoxy)-6-(4-(methylsulfonyl)phenyl)naphthalene-2-ol